rac-3-chloro-5-(1-fluoroprop-2-yl)-8-(3-(methylsulfonylmethyl)azetidin-1-yl)isoquinoline ClC=1N=CC2=C(C=CC(=C2C1)[C@H](CF)C)N1CC(C1)CS(=O)(=O)C |r|